ClC1=NC=C2C(=N1)N(N=C2)C2CCC2 6-chloro-1-cyclobutylpyrazolo[3,4-d]pyrimidine